ClC=1C=CC=C2C(CCOC12)CC#N 2-(8-chlorochroman-4-yl)acetonitrile